COC(C1=C(C=CC=C1)OC=1C=C2C(=NC1)N(C=C2)S(=O)(=O)CC2=CC=CC=C2)=O 2-((1-toluenesulfonyl-1H-pyrrolo[2,3-b]pyridin-5-yl)oxy)benzoic acid methyl ester